Ethyl 1-ethylcyclohexanecarboxylate C(C)C1(CCCCC1)C(=O)OCC